FC(C(=O)O)(F)F.NC1CCN(CC1)C=1C=C(C=CC1)C=1C(=C(C=CC1)C1=CC(=C(C=C1)NC(C)=O)F)O N-(3''-(4-aminopiperidin-1-yl)-3-fluoro-2'-hydroxy-[1,1':3',1''-terphenyl]-4-yl)acetamide 2,2,2-trifluoroacetate